Butyl 7-(3-(trifluoromethoxy)-5-vinylphenyl)-2-azaspiro[3.5]non-6-ene-2-carboxylate FC(OC=1C=C(C=C(C1)C=C)C1=CCC2(CN(C2)C(=O)OCCCC)CC1)(F)F